1-(4-methylpent-2-yl)-N4-phenylbenzene-1,4-diamine CC(CC(C)C1(CC=C(C=C1)NC1=CC=CC=C1)N)C